C(C)OC(=O)C=1SC2=C(C1C(C)C)C=CC=C2Br 7-Bromo-3-isopropyl-1-benzothiophene-2-carboxylic acid ethyl ester